ClC1=C(C(=CC=C1Cl)F)[C@@]1(CN(CC1)C(C=C)=O)NC1=CC=C2C(=NN(C2=C1)CCO)C(F)(F)F 1-[(3S)-3-(2,3-Dichloro-6-fluorophenyl)-3-{[1-(2-hydroxyethyl)-3-(trifluoromethyl)indazol-6-yl]amino}pyrrolidin-1-yl]prop-2-en-1-one